2,4,5-trimethyl-5,7-dihydro-6H-pyrrolo[3,4-b]Pyridine CC1=CC(=C2C(=N1)CNC2C)C